germanium sulfur (S)-5-(1-(3-(2-cyclopropylethyl)-3-(ethoxymethyl)pyrrolidin-1-yl)cyclopropyl)-2-methylpyridine C1(CC1)CC[C@]1(CN(CC1)C1(CC1)C=1C=CC(=NC1)C)COCC.[S].[Ge]